ONC(\C=C\C1=C(C=CC=C1)N1CCN(CC1)C(=O)C1(CC1)C1=CC=CC=C1)=O (E)-N-hydroxy-3-(2-(4-(1-phenylcyclopropane-1-carbonyl)piperazin-1-yl)phenyl)acrylamide